Cl[Si](NC(C)C)(C)C 1-chloro-N-isopropyl-1,1-DIMETHYLSILANAMINE